NC(CC(C)C)C1=CC2=C(NC(=N2)[C@@H](NC(=O)C2=CC=NN2C)C2CCC(CC2)(F)F)C=C1 N-((1s)-(5-(1-amino-3-methylbutyl)-1H-benzo[d]imidazol-2-yl)(4,4-difluorocyclohexyl)methyl)-1-methyl-1H-pyrazole-5-carboxamide